N-((5-chloro-8-hydroxyquinolin-7-yl)(3-(trifluoromethyl)phenyl)methyl)butyramide ClC1=C2C=CC=NC2=C(C(=C1)C(NC(CCC)=O)C1=CC(=CC=C1)C(F)(F)F)O